NC1=CC=C(C(=C1C(=O)N(C)C)F)C=1C(=C2C(=NC1)NC[C@]21C[C@H](CC1)C#N)Cl 6-Amino-3-((1R,3S)-4'-chloro-3-cyano-1',2'-dihydrospiro[cyclopentane-1,3'-pyrrolo[2,3-b]pyridin]-5'-yl)-2-fluoro-N,N-dimethylbenzamide